S1C(=NC2=C1CNC2)C=2C=C(C=CC2OC2=CC=C(C=C2)C(F)(F)F)S(=O)(=O)NC 3-(5,6-dihydro-4H-pyrrolo[3,4-d][1,3]thiazol-2-yl)-N-methyl-4-[4-(trifluoromethyl)phenoxy]benzene-1-sulfonamide